(3,5-dichloro-2-hydroxyphenyl)-aminobenzoic acid ClC=1C(=C(C=C(C1)Cl)C=1C(=C(C(=O)O)C=CC1)N)O